rac-ethyl 4-{[3-(4-{[(3R,4S)-3-fluoro-1-(propan-2-yl)piperidin-4-yl]amino}-1-(2,2,2-trifluoroethyl)-1H-indol-2-yl)prop-2-yn-1-yl]amino}-3-methoxybenzoate F[C@@H]1CN(CC[C@@H]1NC1=C2C=C(N(C2=CC=C1)CC(F)(F)F)C#CCNC1=C(C=C(C(=O)OCC)C=C1)OC)C(C)C |r|